ClC1=C(C=2N=C(N=C(C2C=N1)N1C[C@H]2CC[C@@H](C1)C2(F)F)OCC2(CC2)CS(=O)(=O)[O-])F (1-(((7-chloro-4-((1R,5S)-8,8-difluoro-3-azabicyclo[3.2.1]octan-3-yl)-8-fluoropyrido[4,3-d]pyrimidin-2-yl)oxy)methyl)cyclopropyl)methanesulfonate